NC(C(C1=NN=CC2=CC=CC=C12)NC(=O)[C@@H]1[C@H]2C([C@H]2CN1C([C@H](C(C)(C)C)NC(COC1CC1)=O)=O)(C)C)=O (1R,2S,5S)-N-(2-amino-2-oxo-1-phthalazin-1-yl-ethyl)-3-[(2S)-2-[[2-(cyclopropoxy)acetyl]amino]-3,3-dimethyl-butanoyl]-6,6-dimethyl-3-azabicyclo[3.1.0]hexane-2-carboxamide